[(1S)-1-Methyl-2-(trifluoromethoxy)ethyl]amine hydrochloride Cl.C[C@@H](COC(F)(F)F)N